[Si](C)(C)(C(C)(C)C)O[C@@H]1[C@@H](CN(CC1)C1=CC=CC(=N1)C1=NC2=CC(=NC=C2C=C1)CNC(C1=CC(=C(C=C1)C)S(=O)(=O)C)=O)C N-((2-(6-((cis)-4-((tert-butyldimethylsilyl)oxy)-3-methylpiperidin-1-yl)pyridin-2-yl)-1,6-naphthyridin-7-yl)methyl)-4-methyl-3-(methylsulfonyl)benzamide